6-(3-(6-fluoro-5-(1-propylpiperidin-4-yl)pyridin-2-yl)-4-isopropyl-1H-pyrazol-5-yl)-8-methoxy-[1,2,4]triazolo[1,5-a]pyridine FC1=C(C=CC(=N1)C1=NNC(=C1C(C)C)C=1C=C(C=2N(C1)N=CN2)OC)C2CCN(CC2)CCC